6-(2-Amino-6-fluoro-5-(4-(4-fluoropiperidin-4-yl)phenyl)pyridin-3-yl)-3,4-dihydroisoquinolin-1(2H)-one NC1=NC(=C(C=C1C=1C=C2CCNC(C2=CC1)=O)C1=CC=C(C=C1)C1(CCNCC1)F)F